(R)-methyl 4-bromo-3-methylbutanoate BrC[C@@H](CC(=O)OC)C